Nα-(2-naphthylsulphonyl-glycyl)-DL-p-amidinophenylalanyl-piperidine C1=C(C=CC2=CC=CC=C12)S(=O)(=O)NCC(=O)N[C@H](CC1=CC=C(C=C1)C(N)=N)C(=O)N1CCCCC1 |r|